OC1=CC=C2C3=C(C(OC2=C1)=O)C=C(C=C3)OCCOCCOC 3-hydroxy-8-(2-(2-methoxyethoxy)ethoxy)-6H-benzo[c]Chromen-6-one